myristyl-ethyl-dimethyl-ammonium bromide [Br-].C(CCCCCCCCCCCCC)[N+](C)(C)CC